4H-furan O1C=CCC1